3-(4-(2-(3-Hydroxyphenyl)imidazo[4,5-d]pyrrolo[2,3-b]pyridin-1(6H)-yl)-1H-pyrazol-1-yl)propanenitrile OC=1C=C(C=CC1)C1=NC=2C(=C3C(=NC2)NC=C3)N1C=1C=NN(C1)CCC#N